CC1CN(C(=CC1)C1=CC(=CC=C1)S(=O)(=O)C)C(=O)OC(C)(C)C tert-butyl 3-methyl-6-(3-(methylsulfonyl)phenyl)-3,4-dihydropyridine-1(2H)-carboxylate